2-[7-[(3R)-1-ethyl-3-piperidyl]-4-(1-methylcyclopropyl)-5,6-dihydropyrrolo[2,3-c]pyridazin-3-yl]-5-(trifluoromethyl)phenol C(C)N1C[C@@H](CCC1)N1CCC2=C1N=NC(=C2C2(CC2)C)C2=C(C=C(C=C2)C(F)(F)F)O